tert-butyl (2-(2-(2-iodoethoxy)ethoxy)ethyl)carbamate ICCOCCOCCNC(OC(C)(C)C)=O